N-methyl-N-(3-aminopropyl)ethanolamine CN(CCO)CCCN